(S)-3-(6-(3-fluoro-5-methoxy-phenyl)-4-((3-(trifluoromethyl)-phenyl)sulfonyl)-3,4-dihydro-2H-benzo[b][1,4]oxazin-2-yl)propanoic acid FC=1C=C(C=C(C1)OC)C1=CC2=C(O[C@H](CN2S(=O)(=O)C2=CC(=CC=C2)C(F)(F)F)CCC(=O)O)C=C1